C1=CC(=CC=2C3=CC=CC=C3NC12)N1C2=CC=CC=C2C=2C=C(C=CC12)N1C2=CC=CC=C2C=2C=CC=CC12 9H-3,9':3',9''-tercarbazole